{(2R,5S)-5-[2-(Cyanomethyl)-1H-imidazo[4,5-d]thieno[3,2-b]pyridin-1-yl]tetrahydro-2H-pyran-2-yl}acetonitrile C(#N)CC1=NC=2C(=C3C(=NC2)C=CS3)N1[C@H]1CC[C@@H](OC1)CC#N